CC1=NC=CC(=C1)NC(O)=O 2-methylpyridin-4-ylcarbamic acid